2-(3,5-dichloro-4-((5-isopropyl-1-methyl-6-oxo-1,6-dihydropyridin-3-yl)oxy)phenyl)-3,5-dioxo-2,3,4,5-tetrahydro-1,2,4-triazine ClC=1C=C(C=C(C1OC1=CN(C(C(=C1)C(C)C)=O)C)Cl)N1N=CC(NC1=O)=O